5-[(2R)-pyrrolidin-2-yl]-1,3-oxazole hydrochloride Cl.N1[C@H](CCC1)C1=CN=CO1